COC1=CC=2N(C=C1NC(=O)C1=NC(=CC=C1)C(F)(F)F)C=C(N2)C2CCN(CC2)CC=O N-(7-methoxy-2-(1-(2-oxoethyl)piperidin-4-yl)imidazo[1,2-a]pyridin-6-yl)-6-(trifluoromethyl)pyridine-2-carboxamide